C(#C)C1=CC=C(C=C1)C1=C(C(=O)N)C=CC(=C1)C1=NOC(=N1)C(F)(F)F (4-ethynylphenyl)-4-(5-(trifluoromethyl)-1,2,4-oxadiazol-3-yl)benzamide